tert-Butyl (endo)-5-((7-bromo-6-(2-cyanoethyl)-8-fluoro-2-((S)-1-((S)-1-methylpyrrolidin-2-yl) ethoxy) quinolin-4-yl) amino)-2-azabicyclo[2.1.1]hexane-2-carboxylate BrC1=C(C=C2C(=CC(=NC2=C1F)O[C@@H](C)[C@H]1N(CCC1)C)NC1C2CN(C1C2)C(=O)OC(C)(C)C)CCC#N